1-[3-[4-(bromomethyl)-3-fluoro-phenyl]-5-methyl-pyrazol-1-yl]ethanone BrCC1=C(C=C(C=C1)C1=NN(C(=C1)C)C(C)=O)F